NC=1C(=CC(=C(C1)N1C(C(CC1)OC1CC1)=O)C)C 1-(5-amino-2,4-dimethylphenyl)-3-(cyclopropyloxy)-2-pyrrolidinone